3-(2-(2-ethoxy-2-oxoethoxy)propan-2-yl)pyrrolidine-1-carboxylic acid tert-butyl ester C(C)(C)(C)OC(=O)N1CC(CC1)C(C)(C)OCC(=O)OCC